C12OCC(N(C1)CC1=CC=C3C(=NC(=NN31)N3C(=CC=1C(=CC=CC31)C(=O)N)C)NCC3=CC=CC=C3)C2 1-(7-((2-oxa-5-azabicyclo[2.2.1]heptan-5-yl)methyl)-4-(benzylamino)pyrrolo[2,1-f][1,2,4]triazin-2-yl)-2-methyl-1H-indole-4-carboxamide